2-heptyl-4-(3-chlorobenzylamino)-7-methoxychroman C(CCCCCC)C1OC2=CC(=CC=C2C(C1)NCC1=CC(=CC=C1)Cl)OC